C(C)C=1C(=NN(C1)C)[C@H](N)C1(CCC1)C (R)-(4-Ethyl-1-methyl-1H-pyrazol-3-yl)(1-methylcyclobutyl)-methanamine